7-chloro-6-[(1-methylethyl)sulfonyl]-3-{[4-(4-morpholinyl)-1-piperidinyl]methyl}-N-(1-phenylcyclopropyl)-2-[3-(trifluoromethyl)phenyl]-4-quinolinecarboxamide ClC1=C(C=C2C(=C(C(=NC2=C1)C1=CC(=CC=C1)C(F)(F)F)CN1CCC(CC1)N1CCOCC1)C(=O)NC1(CC1)C1=CC=CC=C1)S(=O)(=O)C(C)C